C(CCC)C1N(S(C2=C(N(C1)C1=CC=C(C=C1)F)C=C(C(=C2)O)SCC)(=O)=O)CC2=CC=C(C=C2)OC 3-butyl-7-(ethylthio)-5-(4-fluorophenyl)-8-hydroxy-2-(4-methoxybenzyl)-2,3,4,5-tetrahydro-1,2,5-benzothiadiazepine 1,1-dioxide